1-(2-(difluoromethyl)pyridin-4-yl)-3-(5-(7-((4-methoxybenzyl)(methyl)amino)-1,6-naphthyridin-3-yl)-6-methylpyridin-3-yl)-1-methylurea FC(C1=NC=CC(=C1)N(C(=O)NC=1C=NC(=C(C1)C=1C=NC2=CC(=NC=C2C1)N(C)CC1=CC=C(C=C1)OC)C)C)F